1-Hydroxyethyl-4-methylpiperazine OC(C)N1CCN(CC1)C